C(=C)S(=O)(=O)OCC(C)(C)C 2,2-dimethylpropyl vinylsulfonate